(6-fluoro-2,4-bis(pyrazolo[1,5-a]pyrimidin-6-yloxy)-9H-pyrimido[4,5-b]indol-8-yl)(methyl)carbamic acid tert-butyl ester C(C)(C)(C)OC(N(C)C=1C=C(C=C2C3=C(NC12)N=C(N=C3OC=3C=NC=1N(C3)N=CC1)OC=1C=NC=3N(C1)N=CC3)F)=O